CC(C)CCC[C@@H](C)[C@H]1CC[C@H]2[C@@H]3C[C@H]4O[C@]44C[C@@H](O)CC[C@]4(C)[C@H]3CC[C@]12C 5β,6β-epoxycholesterol